4-cyclopropyl-6-methylpyrazolo[1,5-a]pyrazin C1(CC1)C=1C=2N(C=C(N1)C)N=CC2